FC=1C=C(C=CC1OC1=CC=NC2=CC(=C(C=C12)F)OCCN1CCOCC1)NC(=O)C1=C2C(=CN(C1=O)C1=CC=C(C=C1)F)CCO2 N-(3-fluoro-4-{[6-fluoro-7-(2-morpholinoethoxy)quinolin-4-yl]oxy}phenyl)-5-(4-fluorophenyl)-6-oxo-2,3,5,6-tetrahydrofuro[3,2-c]pyridine-7-carboxamide